ClC=1N=C(C=2OCC3COCCN3C2N1)CO ((cis)-3-chloro-5,6,8a,9-tetrahydro-8H-7,10-dioxa-2,4,4b-triazaphenanthren-1-yl)-methanol